9-{(2-Hydroxyethoxy)methyl}-guanin OCCOCN1C=2N=C(NC(C2N=C1)=O)N